2-((6-bromocinnolin-3-yl)methyl)isoindoline-1,3-dione BrC=1C=C2C=C(N=NC2=CC1)CN1C(C2=CC=CC=C2C1=O)=O